2-((S)-1-amino-1,3-dihydrospiro[indene-2,4'-piperidin]-1'-yl)-5-(2,3-dichloropyridin-4-yl)-6-methylpyrimidine-4-carboxamide N[C@@H]1C2=CC=CC=C2CC12CCN(CC2)C2=NC(=C(C(=N2)C(=O)N)C2=C(C(=NC=C2)Cl)Cl)C